[Pt+2].N1=C(C=CC=C1)C1=NC(=CC=C1)C1=NC=CC=C1 2,2':6',2''-Terpyridine Platinum(Ii)